ClC1=C(C=CC=C1)[C@H]([C@H](C)C=1N(C(C(=C(N1)C(=O)NC=1C=NOC1)O)=O)C)C=1C(=NN(C1)C)C#N 2-((1r,2s)-1-(2-chlorophenyl)-1-(3-cyano-1-methyl-1H-pyrazol-4-yl)propan-2-yl)-5-hydroxy-N-(isoxazol-4-yl)-1-methyl-6-oxo-1,6-dihydropyrimidine-4-carboxamide